methyl 2-((2R,6S)-2,6-dimethylpiperazin-1-yl)acetate hydrochloride Cl.C[C@H]1N([C@H](CNC1)C)CC(=O)OC